COCC1=NN(C=C1C(=O)N)CC=1C=NC=2CN(CCC2C1)C (methoxymethyl)-1-[(7-methyl-6,8-dihydro-5H-1,7-naphthyridin-3-yl)methyl]pyrazole-4-carboxamide